ethyl 4-chloro-1-methyl-2-(methylthio)-1H-imidazole-5-carboxylate ClC=1N=C(N(C1C(=O)OCC)C)SC